BrCCOC1=CC=CC=C1 o-(bromomethyl)methoxybenzene